C1(CCCCC1)C(=O)N1CC(CC2=CC=CC=C12)CNC(C=C)=O N-((1-(cyclohexanecarbonyl)-1,2,3,4-tetrahydroquinolin-3-yl)methyl)acrylamide